C(C)OC(\C=C\1/CN(CCC1)C(=O)OC(C)(C)C)=O tert-butyl (3Z)-3-(2-ethoxy-2-oxoethylidene)piperidine-1-carboxylate